BrC1=CC(=CO1)S(=O)(=O)N1C[C@H](O[C@H](C1)C)C (2R,6S)-4-((5-bromofuran-3-yl)sulfonyl)-2,6-dimethylmorpholine